(1S,4S)-5-Benzyl-4-(hydroxymethyl)-2,5-diazabicyclo[2.2.1]heptane-2-carboxylic acid tert-butyl ester C(C)(C)(C)OC(=O)N1[C@@H]2CN([C@](C1)(C2)CO)CC2=CC=CC=C2